NC=1C=C(C=C(C1C1=CC=NN1C)F)CN(C(=O)C=1C=NC(=CC1)C1CC1)C1=C(C=C(C=C1)F)S(=O)(=O)C N-{[3-amino-5-fluoro-4-(1-methyl-1H-pyrazol-5-yl)phenyl]methyl}-6-cyclopropyl-N-(4-fluoro-2-methanesulfonylphenyl)pyridine-3-carboxamide